methyl 6-fluoro-3-(2,4,5-trifluoro-3-methoxyphenyl)-1-benzothiophene-2-carboxylate FC1=CC2=C(C(=C(S2)C(=O)OC)C2=C(C(=C(C(=C2)F)F)OC)F)C=C1